P(=O)([O-])([O-])[O-].[Y+3] yttrium phosphate